C(C1=CC=CC=C1)OC1=NC=CC(=C1)C(CO)C1CC1 2-(2-(benzyloxy)pyridin-4-yl)-2-cyclopropylethanol